2-((S)-4-((R)-2-(3-(Dimethylamino)azetidin-1-yl)-7-(7-fluoro-3,4-dihydroquinolin-1(2H)-yl)-5,6,7,8-tetrahydroquinazolin-4-yl)-1-((E)-3-methoxyacryloyl)piperazin-2-yl)acetonitrile CN(C1CN(C1)C1=NC=2C[C@@H](CCC2C(=N1)N1C[C@@H](N(CC1)C(\C=C\OC)=O)CC#N)N1CCCC2=CC=C(C=C12)F)C